BrCC=1C(=NN(C1)C1=C(C=CC=C1)Cl)C1=CC=CC=C1 (bromomethyl)-1-(2-chlorophenyl)-3-phenyl-1H-pyrazole